COC(=O)\C(\C(=O)C1CC(N(CC1)C(=O)OC(C)(C)C)C)=C(/C)\NC tert-butyl 4-[(E)-2-methoxycarbonyl-3-(methylamino) but-2-enoyl]-2-methyl-piperidine-1-carboxylate